O-tert-butyl methylsulfanylmethanethioate CSC(OC(C)(C)C)=S